NC(CC)C1=NC(=CC2=C1CN(C2=O)C2=NC(=CC=C2)C=2N1C(=NN2)CCC1C)N1C(CCC1)C 4-[1-aminopropyl]-2-{6-[5-methyl-6,7-dihydro-5H-pyrrolo[2,1-c][1,2,4]triazol-3-yl]pyridin-2-yl}-6-[2-methylpyrrolidin-1-yl]-2,3-dihydro-1H-pyrrolo[3,4-c]pyridin-1-one